OC=1C=C2CCC(NC2=CC1)=O 6-Hydroxy-3,4-dihydro-2-quinolinone